(S,E)-4-(4-(2-(2-cyano-[1,1'-biphenyl]-3-yl)vinyl)-2-(methoxymethyl)-5-Trifluoromethylbenzyl)morpholine-3-carboxylic acid C(#N)C1=C(C=CC=C1/C=C/C1=CC(=C(CN2[C@@H](COCC2)C(=O)O)C=C1C(F)(F)F)COC)C1=CC=CC=C1